BrC=1C=C2C(C(NC2=CC1)=O)=NN=C1SCC(N1C1=CC(=C(C=C1)F)F)=O 5-bromo-3-(2-(3-(3,4-difluorophenyl)-4-oxothiazolidin-2-ylidene)hydrazono)-1H-indol-2-one